5-Ethyl-decane C(C)C(CCCC)CCCCC